C(C)(C)OC=1C=C2C(=NC=NC2=CC1OC(C)C)C=1C(=NN(C1)C)C1=CC=CC=C1 6,7-Diisopropoxy-4-(1-methyl-3-phenyl-1H-pyrazol-4-yl)quinazoline